hydroxyacetone OCC(C)=O